C(C)(C)(C)C1=C(C=CC=C1C(C)(C)C)O 2,3-di-t-butylphenol